[Si](C)(C)(C(C)(C)C)OC[C@@H]1C[C@@H](CN1C1=C2C=CNC2=CC=C1NC(=O)C1=NC(=NC=C1)C1=C(C=CC=C1OC)F)NC(OC(C)(C)C)=O tert-butyl ((3S,5S)-5-(((tert-butyldimethylsilyl)oxy)methyl)-1-(5-(2-(2-fluoro-6-methoxyphenyl)pyrimidine-4-carboxamido)-1H-indol-4-yl)pyrrolidin-3-yl)carbamate